ClC1=CNC=2N=C(N=C(C21)NCC(C)C)NC2=C(C=C(C=C2)P2(CCN(CC2)C(C)=O)=O)OC 1-(4-(4-((5-chloro-4-(isobutylamino)-7H-pyrrolo[2,3-d]pyrimidin-2-yl)amino)-3-methoxyphenyl)-4-oxido-1,4-azaphosphinan-1-yl)ethan-1-one